L-lysine dihydrochloride Cl.Cl.N[C@@H](CCCCN)C(=O)O